[C@H]12N(C[C@H](CC1)C2)CC2=CC(=NC=C2)NC=2SC1=NC(=CC=C1N2)C=2C=NNC2C N-(4-((1S,4R)-2-azabicyclo[2.2.1]-heptan-2-ylmethyl)-pyridin-2-yl)-5-(5-methyl-1H-pyrazol-4-yl)thiazolo[5,4-b]-pyridin-2-amine